1-(4-(benzyloxy)-5-fluoro-6-methylpyrimidine-2-yl)ethan-1-one C(C1=CC=CC=C1)OC1=NC(=NC(=C1F)C)C(C)=O